2-((1R,4R,5S)-5-((5-cyclopropyl-3-(2,6-dichlorophenyl)isoxazol-4-yl)methoxy)-2-azabicyclo[2.2.1]hept-2-yl)benzo[d]thiazole-6-carboxylic acid C1(CC1)C1=C(C(=NO1)C1=C(C=CC=C1Cl)Cl)CO[C@@H]1[C@H]2CN([C@@H](C1)C2)C=2SC1=C(N2)C=CC(=C1)C(=O)O